tert-butyl N-[(3R)-5-[(4-chlorophenyl)methyl]-7-[5-(5,5-difluoro-3-piperidyl)-1,3,4-oxadiazol-2-yl]-1,1,4-trioxo-2,3-dihydro-1λ6,5-benzothiazepin-3-yl]carbamate ClC1=CC=C(C=C1)CN1C([C@H](CS(C2=C1C=C(C=C2)C=2OC(=NN2)C2CNCC(C2)(F)F)(=O)=O)NC(OC(C)(C)C)=O)=O